bis[2-hydroxy-4-methylbenzyl]methane OC1=C(CCCC2=C(C=C(C=C2)C)O)C=CC(=C1)C